N1=C(C=NC=C1)C(=O)NC=1SC2=C(N1)C=C(C=C2)NNC(=O)N=N (2-(pyrazine-2-carboxamido)benzo[d]thiazol-5-yl)carbazone